ClC1=C(C=C(C=C1)NC=1C2=C(N=CN1)C=CC(=N2)N2CC1(CCN1C(C=C)=O)C2)F 1-(6-(4-((4-chloro-3-fluorophenyl)amino)pyrido[3,2-d]pyrimidin-6-yl)-1,6-diazaspiro[3.3]heptan-1-yl)prop-2-en-1-one